COC1OC(C2=NC(=CC=C21)NC2=NC=C(C(=C2)N[C@H](CO)C2=CC=CC=C2)C2=NC(=NO2)C=2C=NC=CC2)(C)C (2S)-2-((2-((5-methoxy-7,7-dimethyl-5,7-dihydrofuro[3,4-b]pyridin-2-yl)amino)-5-(3-(pyridin-3-yl)-1,2,4-oxadiazol-5-yl)pyridin-4-yl)amino)-2-phenylethan-1-ol